1,2,4-triazole-3-carboxylate N1N=C(N=C1)C(=O)[O-]